C(C1=CC=CC=C1)OC(=O)C1=CC2=C(S1)C=CC(=C2)CBr 5-(bromomethyl)benzo[b]thiophene-2-carboxylic acid benzyl ester